C1N(CCC2=CC=CC=C12)C[C@H](CN1C(C2=CC=C(C=C2CC1)N1CCC(CC1)NC(C)=O)=O)O N-[1-[2-[(2R)-3-(3,4-dihydro-1H-isoquinolin-2-yl)-2-hydroxy-propyl]-1-oxo-3,4-dihydroisoquinolin-6-yl]-4-piperidinyl]acetamide